3-((tert-butoxycarbonyl)amino)cyclopentane-1-carboxylic acid C(C)(C)(C)OC(=O)NC1CC(CC1)C(=O)O